Natrium (S)-3-(3-(1,5-Dimethyl-4-oxido-2-oxo-1,2-dihydropyridin-3-yl)ureido)-3-(3-(pyridin-3-yl)phenyl)propanoat CN1C(C(=C(C(=C1)C)[O-])NC(N[C@@H](CC(=O)[O-])C1=CC(=CC=C1)C=1C=NC=CC1)=O)=O.[Na+].[Na+]